N-[1-[5-chloro-2-[4-(2-morpholinoethoxy)anilino]pyrimidin-4-yl]-4-methyl-indol-5-yl]prop-2-enamide ClC=1C(=NC(=NC1)NC1=CC=C(C=C1)OCCN1CCOCC1)N1C=CC2=C(C(=CC=C12)NC(C=C)=O)C